C(C)(C)(C)C=1C=C(C=C(C1O)C(C)(C)C)CCC(=O)NNC(CCC1=CC(=C(C(=C1)C(C)(C)C)O)C(C)(C)C)=O 1,2-bis(3,5-di-tert-butyl-4-hydroxy-phenylpropionyl)hydrazine